(2-Aminoethyl)triethoxysilane NCC[Si](OCC)(OCC)OCC